tert-butyl {4-[(4-{2-[(3S)-2,6-dioxopiperidin-3-yl]-1-oxo-3H-isoindol-5-yl}piperazin-1-yl)methyl]-4-fluoropiperidin-1-yl}formate O=C1NC(CC[C@@H]1N1C(C2=CC=C(C=C2C1)N1CCN(CC1)CC1(CCN(CC1)C(=O)OC(C)(C)C)F)=O)=O